FC(C)(F)C1CC(C1)CC(=O)NC=1C=C(SC1)C1=CN=CC(=N1)C1=CC(=C(C(=O)N(C2CCN(CC2)C)C)C=C1)OC 4-(6-(4-(2-(3-(1,1-difluoroethyl)cyclobutyl)acetamido)thiophen-2-yl)pyrazin-2-yl)-2-methoxy-N-methyl-N-(1-methylpiperidin-4-yl)benzamide